ethyl (2R)-2-amino-3-(pyridin-3-yl)propanoate hydrochloride Cl.N[C@@H](C(=O)OCC)CC=1C=NC=CC1